FC(C=1C(=C(C=CC1)[C@@H](C)NC1=C2C(=NC(=N1)C)N1C(C(=C2)N2CCOCC2)=NN=N1)F)F (R)-N-(1-(3-(difluoromethyl)-2-fluorophenyl)ethyl)-8-methyl-4-morpholinotetrazolo[1',5':1,6]pyrido[2,3-d]pyrimidin-6-amine